(2S)-N-[[(6R)-2-[(5-fluoro-2-oxo-indolin-3-ylidene)methyl]-3-methyl-4,5,6,7-tetrahydro-1H-indol-6-yl]methyl]-2-[methyl(prop-2-enoyl)amino]propanamide FC=1C=C2C(C(NC2=CC1)=O)=CC=1NC=2C[C@@H](CCC2C1C)CNC([C@H](C)N(C(C=C)=O)C)=O